(S)-6-(((1-(1-methylcyclopropyl)-1H-1,2,3-triazol-4-yl)(quinolin-5-yl)methyl)amino)-4-(neopentylamino)quinoline-3,8-dicarbonitrile CC1(CC1)N1N=NC(=C1)[C@H](C1=C2C=CC=NC2=CC=C1)NC=1C=C2C(=C(C=NC2=C(C1)C#N)C#N)NCC(C)(C)C